C1=CC=CC=2C3=CC=CC=C3C(C12)CC(C(N[C@H](C(N[C@H](C(NCC(CC)=O)=O)C)=O)C)=O)=O (5S,8S)-1-(9H-fluoren-9-yl)-5,8-dimethyl-3,6,9-trioxo-2,12-dioxo-4,7,10-triazatetradecane